O=C1NC(CCC1N1C(C2=CC=CC(=C2C1=O)N1CC(C1)(F)CN1CCC(CC1)N1N=C2C=C(C(=CC2=C1)NC(=O)C=1C=NN2C1N=CC=C2)OC(C)C)=O)=O N-[2-[1-[[1-[2-(2,6-dioxo-3-piperidyl)-1,3-dioxo-isoindolin-4-yl]-3-fluoro-azetidin-3-yl]methyl]-4-piperidyl]-6-isopropoxy-indazol-5-yl]pyrazolo[1,5-a]pyrimidine-3-carboxamide